COC(C(/C=C(\C(=O)OC(C)(C)C)/N=C(C1=CC=CC=C1)C1=CC=CC=C1)C)=O (E)-2-(diphenylmethyleneamino)-4-methylpent-2-enedioic acid 1-tert-butyl 5-methyl ester